2-[6-(Ethylamino)-4-[4-fluoro-2-(4-methyl-1,2,4-triazol-3-yl)phenyl]pyridin-2-yl]-6-[(2-hydroxy-2-methylpropoxy)methyl]-4-(trifluoromethyl)-3H-isoindol-1-one C(C)NC1=CC(=CC(=N1)N1C(C2=CC(=CC(=C2C1)C(F)(F)F)COCC(C)(C)O)=O)C1=C(C=C(C=C1)F)C1=NN=CN1C